2-(trifluoromethyl)-1,3,4-tri(ethyl)-butanesultone FC(C1C(S(=O)(=O)OC(C1CC)CC)CC)(F)F